1,3-Dibenzyloxy-5-Propylbenzene-1,3-diol C(C1=CC=CC=C1)OC1(CC(CC(=C1)CCC)(O)OCC1=CC=CC=C1)O